C(C)(C)(C)OC(=O)N1[C@H](CN(CC1)C1=NC=C(C=N1)C(F)(F)F)CC (S)-2-ethyl-4-(5-(trifluoromethyl)pyrimidin-2-yl)piperazine-1-carboxylic acid tert-butyl ester